ClC=1C(C2=CC=CC(=C2C(C1C1=CC=C(C=C1)C(C)=O)=O)N)=O 2-Chloro-3-(4-acetylphenyl)-amino-1,4-naphthoquinone